5-{[(3S)-3,4-dimethylpiperazin-1-yl]carbonyl}-N-(2-ethoxy-5-fluoropyrimidin-4-yl)-6,6-dimethyl-1,4,5,6-tetrahydropyrrolo[3,4-c]pyrazol-3-amine C[C@H]1CN(CCN1C)C(=O)N1C(C=2NN=C(C2C1)NC1=NC(=NC=C1F)OCC)(C)C